OC(C#CC1=CC2=C(OC[C@@H](C(N2C)=O)NC(=O)N2N=CC(=C2)CC2=CC=NC=C2)C=C1)(C)C (S)-N-(7-(3-hydroxy-3-methylbut-1-yn-1-yl)-5-methyl-4-oxo-2,3,4,5-tetrahydrobenzo[b][1,4]oxazepin-3-yl)-4-(pyridin-4-ylmethyl)-1H-pyrazole-1-carboxamide